2-(2-chloro-3-fluorophenyl)-5-(1H-pyrrolo[2,3-b]pyridin-4-yl)-1-{[2-(trimethylsilyl)ethoxy]methyl}-1H-pyrrole-3-carboxamide ClC1=C(C=CC=C1F)C=1N(C(=CC1C(=O)N)C1=C2C(=NC=C1)NC=C2)COCC[Si](C)(C)C